7-pyrenyl-diboronic acid C1=CC=C2C=CC3=CC(=CC4=CC=C1C2=C34)B(O)OBO